(2S,3S)-3-hydroxy-pyrrolidine-2-carboxylic acid O[C@@H]1[C@H](NCC1)C(=O)O